1,1-bis(4-(2-mercaptopropoxy)phenyl)ethane SC(COC1=CC=C(C=C1)C(C)C1=CC=C(C=C1)OCC(C)S)C